FC1=C(OCC(=O)NCCCCCCNC(OC(C)(C)C)=O)C(=CC=C1F)C=1N=C(SC1)N1CCOCC1 Tert-butyl (6-(2-(2,3-difluoro-6-(2-morpholinothiazol-4-yl)phenoxy)acetamido)hexyl)carbamate